BrC=1C(=CC2=C(OC(O2)(F)F)C1)NC1=NC=CC=C1C(=O)NCCO 2-[(6-bromo-2,2-difluoro-1,3-benzodioxol-5-yl)amino]-N-(2-hydroxyethyl)pyridine-3-carboxamide